dimethyl-quinoline-3,4-diamine CC1=C2C(=C(C(=NC2=CC=C1)C)N)N